[Si](C)(C)(C(C)(C)C)OCC(ONC(=O)C=1CCN(CC1)C1=NC=C(C=N1)C(F)(F)F)C1=CNC(C(=C1)C(F)(F)F)=O N-(2-(tert-butyldimethylsilyloxy)-1-(6-oxo-5-(trifluoromethyl)-1,6-dihydropyridin-3-yl)ethoxy)-1-(5-(trifluoromethyl)pyrimidin-2-yl)-1,2,3,6-tetrahydropyridine-4-carboxamide